CC1=NC(=CC(=N1)OC=1C=C(C#N)C=CC1N1N=C2C(CNCC2)=C1)N1CCCCC1 3-(2-methyl-6-piperidin-1-ylpyrimidin-4-yl)oxy-4-(4,5,6,7-tetrahydropyrazolo[4,3-c]pyridin-2-yl)benzonitrile